1-(naphthalen-1-yl)-3-phenyl-1,3-propanedione C1(=CC=CC2=CC=CC=C12)C(CC(=O)C1=CC=CC=C1)=O